C(C)(C)(C)OC(=O)N1CC(CC1)N1CC2=C(C3=C(N=CN=C3N)N2CC1)Br 3-(4-amino-5-bromo-8,9-dihydropyrazino[1',2':1,5]pyrrolo[2,3-d]pyrimidin-7(6H)-yl)pyrrolidine-1-carboxylic acid tert-butyl ester